C(#N)N1[C@@H](CCC1)C(=O)N(C1=NOC(=C1)C1=CC=CC=C1)C (S)-1-cyano-N-methyl-N-(5-phenylisoxazol-3-yl)pyrrolidine-2-carboxamide